5-amino-N-(tert-butyl)naphthalene-1-sulfonamide NC1=C2C=CC=C(C2=CC=C1)S(=O)(=O)NC(C)(C)C